(R)-2-((((1R,4R)-4-(bromomethyl)cyclohexyl)methoxy)methyl)morpholine-4-carboxylic acid tert-butyl ester C(C)(C)(C)OC(=O)N1C[C@@H](OCC1)COCC1CCC(CC1)CBr